CC1(N([C@@H](CO1)C=O)C(=O)OC(C)(C)C)C tert-butyl (S)-(-)-4-formyl-2,2-dimethyl-3-oxazolidinecarboxylate